(R)-1-(4-(4-((1-(3-(difluoromethyl)-2-fluorophenyl)ethyl)amino)-2,8-dimethylquinolin-6-yl)-3,6-dihydropyridin-1(2H)-yl)ethan-1-one formate salt C(=O)O.FC(C=1C(=C(C=CC1)[C@@H](C)NC1=CC(=NC2=C(C=C(C=C12)C=1CCN(CC1)C(C)=O)C)C)F)F